2-chloro-5-(3-(dimethylphosphoryl)-5,5-difluoro-4-hydroxy-5,6-dihydro-cyclopenta[b]pyrrol-1(4H)-yl)benzonitrile ClC1=C(C#N)C=C(C=C1)N1C2=C(C(=C1)P(=O)(C)C)C(C(C2)(F)F)O